methyl 4-(5-amino-3-oxo-7-phenyl-2-((2-(trimethylsilyl) ethoxy) methyl)-2,3-dihydro-[1,2,4]triazolo[4,3-c]pyrimidin-8-yl)-6-methylpyridinecarboxylate NC1=NC(=C(C=2N1C(N(N2)COCC[Si](C)(C)C)=O)C2=CC(=NC(=C2)C)C(=O)OC)C2=CC=CC=C2